2-cyclobutyl-7-[4-(trifluoromethyl)pyridin-3-yl]-5,7-diazaspiro[3.4]octane-6,8-dione C1(CCC1)C1CC2(C1)NC(N(C2=O)C=2C=NC=CC2C(F)(F)F)=O